Difluoromethyl-ornithin FC(F)N[C@@H](CCCN)C(=O)O